(4-fluoro-1-methyl-1H-indazol-5-yl)-1,3-dihydro-2H-imidazole-2-thione FC1=C2C=NN(C2=CC=C1N1C(NC=C1)=S)C